N-[(1S)-1-{3-[(2-morpholin-4-yl-2-oxoethyl)oxy]phenyl}ethyl]pyrimidin-4-amine N1(CCOCC1)C(COC=1C=C(C=CC1)[C@H](C)NC1=NC=NC=C1)=O